(4-(3,4-dichlorophenyl)-2-methylpiperazine-1-carbonyl)-6-hydroxyquinolin-2(1H)-one ClC=1C=C(C=CC1Cl)N1CC(N(CC1)C(=O)N1C(C=CC2=CC(=CC=C12)O)=O)C